CC=1C=C(C=CC1OC1=CC2=C(N(C=N2)C)C=C1)NC=1C2=C(N=CN1)C=NC(=N2)SC N-(3-methyl-4-((1-methyl-1H-benzo[d]imidazol-5-yl)oxy)phenyl)-6-(methylthio)pyrimido[5,4-d]pyrimidine-4-amine